N1(CCC1)C=1N=C(C=2N(C1)N=CC2)C2=CC=C(CNC(OC(C)(C)C)=O)C=C2 tert-butyl (4-(6-(azetidin-1-yl)pyrazolo[1,5-a]pyrazin-4-yl)benzyl)carbamate